5-[[4-[(2,3-dimethyl-2H-indazol-6-yl)methylamino]-2-pyrimidinyl]amino]-2-methylbenzenesulfonamide CN1N=C2C=C(C=CC2=C1C)CNC1=NC(=NC=C1)NC=1C=CC(=C(C1)S(=O)(=O)N)C